C1=CC=CC=2C=CC3=CC=4C(C=CN4)=C3C21 benzoindenopyrrole